ClC=1C=C(C=CC1Cl)C(C(=O)O)C (3,4-dichlorophenyl)propionic acid